Cl.S1N=CN=C1C1=C(C=CC=C1)O (1,2,4-thiadiazol-5-yl)phenol hydrochloride